N-(4-(5-amino-3-(pyridine-2-yl)-1H-1,2,4-triazole-1-carbonyl)phenyl)-5,6,7,8-tetrahydronaphthalene-1-carboxamide NC1=NC(=NN1C(=O)C1=CC=C(C=C1)NC(=O)C1=CC=CC=2CCCCC12)C1=NC=CC=C1